ClC1=CC(=C(COC2=CC=CC(=N2)N2C[C@@H](N(CC2)CC2=NC3=C(N2CC2=CN=CN2CC)C=C(C=C3)C(=O)O)C)C=C1)F 2-{[(2S)-4-{6-[(4-chloro-2-fluorobenzyl)oxy]pyridin-2-yl}-2-methylpiperazin-1-yl]methyl}-1-[(1-ethyl-1H-imidazol-5-yl)methyl]-1H-benzimidazole-6-carboxylic acid